C=1C(CCCCCCCCCCOCCC1)=O 13-Oxacyclohexadecen-2-on